(5-(methylthio)quinolin-6-yl)boronic acid CSC1=C2C=CC=NC2=CC=C1B(O)O